NN1C(C(N=C(C2=C1C=CC(=C2Cl)Br)C2=NC=CC=C2F)C)=O 1-amino-7-bromo-6-chloro-5-(3-fluoro-2-pyridyl)-3-methyl-3H-1,4-benzodiazepin-2-one